(S)-5-(fluoromethyl)pyrrolidin-2-one FC[C@@H]1CCC(N1)=O